4-phenyl-1H,3H-naphthalene C1(=CC=CC=C1)C1CCCC2=CC=CC=C12